ClC=1C=NN(C(C1Cl)=O)[C@H]1CC[C@H](CC1)N1C(N(C2=C1C=CC=C2)C)=O Cis-1-[4-(4,5-dichloro-6-oxo-pyridazin-1-yl)cyclohexyl]-3-methyl-benzimidazol-2-one